FC=1C=C(OC2=NC=CC=C2C=2C3=C(C(N(C2)C)=O)NC=C3)C=CC1F 4-(2-(3,4-difluorophenoxy)pyridin-3-yl)-6-methyl-1,6-dihydro-7H-pyrrolo[2,3-c]pyridin-7-one